OCCOC1=CC=C(C=C1)[C@@H]1C(N(C(N1)=O)[C@@H](C(C)C)C1=NC2=C(N1)C=CC(=C2)I)=O (R)-5-[4-(2-hydroxy-ethoxy)-phenyl]-3-[(S)-1-(5-iodo-1H-benzoimidazol-2-yl)-2-methyl-propyl]-imidazoline-2,4-dione